C(C1=CC=CC=C1)OC[C@H]([C@@H]([C@@H](COCC1=CC=CC=C1)OCC1=CC=CC=C1)OCC1=CC=CC=C1)C(=O)O (2R,3S,4R)-1,3,4,5-tetrakis(benzyloxy)-2-pentylcarboxylic acid